(R)-1-(6-fluoropyridin-2-yl)ethan-1-amine HCl salt Cl.FC1=CC=CC(=N1)[C@@H](C)N